OC1=C(C(=C(C#N)C(=C1)C)C)C 4-hydroxyl-Methyl-2,6-dimethylbenzonitrile